Salicylic acid Potassium Salt [K+].C(C=1C(O)=CC=CC1)(=O)[O-]